2-(4-cyclopropyl-6-(difluoromethoxy)pyrimidin-5-yl)-4-(4-(1-ethyl-4-(trifluoromethyl)-1H-imidazol-2-yl)-3-fluorobenzyl)-6-methyl-6,7-dihydro-[1,2,4]triazolo[1,5-a]pyrimidin-5(4H)-one C1(CC1)C1=NC=NC(=C1C1=NN2C(N(C(C(C2)C)=O)CC2=CC(=C(C=C2)C=2N(C=C(N2)C(F)(F)F)CC)F)=N1)OC(F)F